C(C)(C)(C)OC(N(C)C=1C=C(C=C2C3=C(NC12)N=C(N=C3OC=3C=NC(=NC3)C)OC=3C=NC(=NC3)C)F)=O (6-fluoro-2,4-di((2-methylpyrimidin-5-yl)oxy)-9H-pyrimido[4,5-b]indol-8-yl)(methyl)carbamic acid tert-butyl ester